O[C@H]([C@@H](C1=CC=CC=C1)NS(=O)(=O)C1=CC=C(C=C1)C)C1=CC=CC=C1 N-((1R,2S)-2-hydroxy-1,2-diphenylethyl)-4-methylbenzenesulfonamide